FC=1C=C(C=CC1F)[C@H]1[C@@H](C1)NC=1C2=C(N=C(N1)SCCC)N(N=N2)C2C(C(C(C2)O)O)O 4-[7-[[(1R,2S)-2-(3,4-Difluorophenyl)cyclopropyl]amino]-5-(propylthio)-3H-1,2,3-triazolo[4,5-d]pyrimidin-3-yl]-1,2,3-cyclopentanetriol